Cl.CN1C(C2(C3=C1C=NC=1C=CC(=CC31)C=3C=C(C(=NC3)N3CCN(CC3)C)NS(=O)(=O)C3CC3)CCC2)=O N-(5-(3'-Methyl-2'-oxo-2',3'-dihydrospiro[cyclobutane-1,1'-pyrrolo[2,3-c]quinolin]-8'-yl)-2-(4-methylpiperazin-1-yl)pyridin-3-yl)cyclopropanesulfonamide hydrochloride